C1CCN2C[C@@H]3C[C@H]([C@H]2C1)CN4[C@H]3CCCC4 (-)-sparteine